3-((3-aminopropyl)amino)propan-1-ol NCCCNCCCO